FC1=CC=C(C=C1)C(N1C[C@@H](N(CC1)C1=CC(N(C=2C=CC(=NC12)C#N)C)=O)CC)C1=CC=C(C=C1)F (S)-8-(4-(bis(4-fluorophenyl)methyl)-2-ethylpiperazin-1-yl)-5-methyl-6-oxo-5,6-dihydro-1,5-naphthyridine-2-carbonitrile